1-Phenylcyclohex-1-en C1(=CC=CC=C1)C1=CCCCC1